8-hydroxy-1,7-naphthyridine-6-carboxylic acid ethyl ester C(C)OC(=O)C=1C=C2C=CC=NC2=C(N1)O